O=C(CNC=1C=C(C(=O)O)C=CC1)NC1=C(C=CC=C1)SC1=CC=CC=C1 3-((2-oxo-2-((2-(phenylthio)phenyl)amino)ethyl)amino)benzoic acid